(17S,20S)-18-[1-(2-chloro-4-fluoro-phenyl)pyrazole-4-carbonyl]-21-oxa-9,12,15,18,28-pentazapentacyclo[20.3.1.16,9.117,20.02,7]octacosa-1(26),2,4,6(28),7,22,24-heptaene-11,16-dione ClC1=C(C=CC(=C1)F)N1N=CC(=C1)C(=O)N1[C@@H]2C(NCCNC(CN3C=C4C(C=CC=C4C=4C=CC=C(O[C@H](C1)C2)C4)=N3)=O)=O